pyrrolo[1,2-b]Pyridazine-3-carbonitrile, bis-hydrochloride Cl.Cl.N=1N2C(C=C(C1)C#N)=CC=C2